tert-butyl N-[(10R,1E,14S)-10-methyl-9-oxo-3,8-diazatricyclo[13.3.1.02,7]nonadeca-1(19),2(7),3,5,11,15,17-heptaen-14-yl]carbamate C[C@H]1C(NC=2C=CC=NC2C=2C=CC=C([C@H](CC=C1)NC(OC(C)(C)C)=O)C2)=O